FC=1C=C(C=C(C1)F)C1=NC=C2N1C=CC=C2C=O 3-(3,5-difluorophenyl)imidazo[1,5-a]pyridine-8-carbaldehyde